COCOC1=CC=C(C=C1C1=CC=CC=C1)C=O 6-(methoxymethoxy)-[1,1'-biphenyl]-3-carbaldehyde